C(#N)\C(=C(\O)/C1=CC(=C(C(=C1)[N+](=O)[O-])O)O)\C=1N=CC(=NC1)C(=O)O (E)-5-(1-cyano-2-(3,4-dihydroxy-5-nitrophenyl)-2-hydroxyvinyl)pyrazine-2-carboxylic acid